1-[2-(4-azaspiro[2.3]hexan-4-yl)ethyl]-4-[3-(1-ethyl-3-methyl-1H-pyrazol-5-yl)-1H-1,2,4-triazol-5-yl]-1H-indazole-6-carboxamide C1CC12N(CC2)CCN2N=CC1=C(C=C(C=C21)C(=O)N)C2=NC(=NN2)C2=CC(=NN2CC)C